tert-butyl 2-((5-(2-bromoacetyl)thiophen-2-yl)(hydroxy)methyl)morpholine-4-carboxylate BrCC(=O)C1=CC=C(S1)C(C1CN(CCO1)C(=O)OC(C)(C)C)O